NC=1N=CC(=NC1OC(C)C1=C(C(=CC=C1Cl)F)Cl)C=1C=C(C=CC1)C(=O)N1C[C@H](N[C@H](C1)C)C (3-{5-amino-6-[1-(2,6-dichloro-3-fluoro-phenyl)-ethoxy]-pyrazin-2-yl}-phenyl)-((3r,5s)-3,5-dimethyl-piperazin-1-yl)-methanone